CC1(CCC1)N[C@@H]1CN(CC1)C=1N=NC(=CN1)C1=C2C=NNC2=C(C=C1)N1N=CC=C1 (3S)-N-(1-methylcyclobutyl)-1-{6-[7-(pyrazol-1-yl)-1H-indazol-4-yl]-1,2,4-triazin-3-yl}pyrrolidin-3-amine